4-(2-(benzyloxy)-5-fluorophenyl)tetrahydro-2H-pyran-2-one benzyl-((S)-1-((1S,2R,4R)-2-acetamido-4-(tert-butylamino)cyclohexyl)-2-oxopyrrolidin-3-yl)carbamate C(C1=CC=CC=C1)N(C(O)=O)[C@@H]1C(N(CC1)[C@@H]1[C@@H](C[C@@H](CC1)NC(C)(C)C)NC(C)=O)=O.C(C1=CC=CC=C1)OC1=C(C=C(C=C1)F)C1CC(OCC1)=O